FC1(CNCC[C@H]1N1CCN(CC1)C1=NC=CC2=C1N(C(N2C2C(NC(CC2)=O)=O)=O)C)F 3-[4-[4-[(4R)-3,3-difluoro-4-piperidinyl]piperazin-1-yl]-3-methyl-2-oxo-imidazo[4,5-c]pyridin-1-yl]piperidine-2,6-dione